ClC=1N=C(C2=C(N1)NC=C2Cl)N[C@H]2CNCC[C@H]2F 2,5-dichloro-N-((3S,4R)-4-fluoropiperidin-3-yl)-7H-pyrrolo[2,3-d]pyrimidin-4-amine